N-((2-(2,6-dioxopiperidin-3-yl)-1-oxoisoquinolin-5-yl)methyl)-2-fluorobenzamide hydrochloride Cl.O=C1NC(CCC1N1C(C2=CC=CC(=C2C=C1)CNC(C1=C(C=CC=C1)F)=O)=O)=O